acryloyloxydodecyl phosphorothioate P(OCCCCCCCCCCCCOC(C=C)=O)([O-])([O-])=S